CN[C@@H](COC(C)(C)C)C(=O)O methyl-O-t-butyl-L-serine